(4-methyl-piperazin-1-yl)-2-(4-trifluoromethylphenyl)-4,5,6,7-tetrahydro-2H-indazol-3-ol CN1CCN(CC1)C1C2=C(N(N=C2CCC1)C1=CC=C(C=C1)C(F)(F)F)O